CNC1=C2C(=NC=N1)N(C=N2)[C@H]3C[C@@H]([C@H](O3)CO)O N6-Methyldeoxyadenosine